[C@@H]12CNC[C@@H](CCC1)N2C=2C=C(C=CC2)CN2CCN(CC2)C(=O)OC(C)(C)C tert-butyl 4-[[3-[(1S,5R)-3,9-diazabicyclo[3.3.1]nonan-9-yl]phenyl]methyl]piperazine-1-carboxylate